C1(CC1)NC(C1=C(C=CC=C1)SC1=CC=C2C(=NNC2=C1)\C=C\C1=NC=C(C=C1)OCCN1CCCCC1)=O N-cyclopropyl-2-({3-[(E)-2-{5-[2-(piperidin-1-yl)ethoxy]pyridin-2-yl}vinyl]-1H-indazol-6-yl}thio)benzamide